1-(5-chloro-2-hydroxymethylphenyl)-3-(2-methoxypyridin-4-yl)urea ClC=1C=CC(=C(C1)NC(=O)NC1=CC(=NC=C1)OC)CO